C(CCCC)N1C=CC2=C1NC=CC2=O 1-pentyl-1H,4H,7H-pyrrolo[2,3-b]pyridin-4-one